4-(2-{[6-(2,2-difluoro-3-phenylpropoxy)hexyl]amino}-1-hydroxyethyl)-2-(hydroxy-methyl)phenol FC(COCCCCCCNCC(O)C1=CC(=C(C=C1)O)CO)(CC1=CC=CC=C1)F